C1=CC=CC=2C3=CC=CC=C3C(C12)COC(=O)N[C@@](C(=O)O)(CC(C)C)C (2R)-2-(9H-fluoren-9-ylmethoxycarbonylamino)-2,4-dimethyl-pentanoic acid